NC[C@@H](S(=O)(=O)C)C1CN(C1)C=1C=CC(=C2C=C(N=CC12)NC1=NC(=NC=C1)N1C[C@@H]([C@@H](CC1)OC)F)C(C)C 8-{3-[(1S)-2-amino-1-methanesulfonylethyl]azetidin-1-yl}-N-{2-[(3S,4R)-3-fluoro-4-methoxypiperidin-1-yl]pyrimidin-4-yl}-5-(propan-2-yl)isoquinolin-3-amine